4-[3-[2-(8-chloro-4-oxo-chromen-2-yl)-5-(trifluoromethyl)phenoxy]propyl]morpholine-2-carboxylic acid ClC=1C=CC=C2C(C=C(OC12)C1=C(OCCCN2CC(OCC2)C(=O)O)C=C(C=C1)C(F)(F)F)=O